C(C1CCCO1)NC(C=C)=O N-tetrahydrofurfuryl-acrylamide